The molecule is a histidine derivative that is histidine in which one of the hydrogens attached to the alpha-amino group has been replaced by a 4-aminobutanoyl group. It has a role as a metabolite. It is a histidine derivative, a N-acyl-amino acid and a member of imidazoles. It derives from a gamma-aminobutyric acid. C1=C(NC=N1)CC(C(=O)O)NC(=O)CCCN